(2R,3S)-3-((5-fluoro-2-(2-methoxy-7-methylquinoxalin-5-yl)benzo[d]thiazol-6-yl)oxy)butan-2-yl (2-(((S)-2-hydroxypropyl)carbamoyl)pyridin-4-yl)carbamate O[C@H](CNC(=O)C1=NC=CC(=C1)NC(O[C@H](C)[C@H](C)OC1=CC2=C(N=C(S2)C2=C3N=CC(=NC3=CC(=C2)C)OC)C=C1F)=O)C